FC(OC=1C=C2CCCC(C2=CC1)=O)F 6-(difluoromethoxy)-1,2,3,4-tetrahydronaphthalen-1-one